4-(1-(3-aminocyclohexyl)-5-ethoxy-4-(3-fluoro-4-methoxyphenyl)-1H-pyrazol-3-yl)-2-fluorobenzonitrile NC1CC(CCC1)N1N=C(C(=C1OCC)C1=CC(=C(C=C1)OC)F)C1=CC(=C(C#N)C=C1)F